NC(=O)C1=CC=CC2=CN(N=C12)C=1C=C(CN2CCN(CC2)C)C=CC1 1-{3-[7-(aminocarbonyl)-2H-indazol-2-yl]benzyl}-4-methylpiperazine